Ethyl 4-(2-cyano-4-(N-((1-methyl-1H-imidazol-5-yl)methyl) propanesulfonamido)phenyl)piperazin-1-formate C(#N)C1=C(C=CC(=C1)N(S(=O)(=O)CCC)CC1=CN=CN1C)N1CCN(CC1)C(=O)OCC